C(#N)C=1C=C(C=CC1)C=1N=C(SC1C1=CC(=NC(=C1)C)C)NC(=O)N1C2CN(CC2C1)C N-[4-(3-cyanophenyl)-5-(2,6-dimethyl-4-pyridinyl)thiazol-2-yl]-3-methyl-3,6-diazabicyclo[3.2.0]heptane-6-carboxamide